2-fluoropyrrolidine-2-carboxamide FC1(NCCC1)C(=O)N